(S or R)-2-(2-methyl-3-(2-(((R)-phenyl((R)-1,2,3,4-tetrahydropyrido[2,3-b]pyrazin-3-yl)methyl)amino)ethyl)phenyl)propanoic acid CC1=C(C=CC=C1CCN[C@@H]([C@H]1CNC2=C(N1)N=CC=C2)C2=CC=CC=C2)[C@@H](C(=O)O)C |o1:27|